CP(O)(=O)C1=CC=CC=C1 methyl-(phenyl)phosphinic acid